2-[6-(8-azabicyclo[3.2.1]oct-3-ylamino)pyridazin-3-yl]-5-(1H-pyrazol-4-yl)phenol hydrochloride Cl.C12CC(CC(CC1)N2)NC2=CC=C(N=N2)C2=C(C=C(C=C2)C=2C=NNC2)O